C(CCCCCCCCCCC)(=O)NC(O)(C[N+](C)(C)C)CC([O-])=O lauramidocarnitine